C(C)C1(CN2CCC1CC2)NC(=O)NC2(CC2)C2=CC=C(C=C2)C2=CC=C(C=C2)CCCOC 1-(3-Ethylquinuclidin-3-yl)-3-(1-(4'-(3-methoxypropyl)-[1,1'-biphenyl]-4-yl)cyclopropyl)urea